CCC(/C=C/C=C\\C=C\\C(C/C=C\\C=C\\C(CCCCCC(=O)O)O)O)O The molecule is a docosanoid that is (8E,10Z,14E,16Z,18E)-docosapentaenoic acid carrying three hydroxy substituents at positions 7, 13 and 20. It has a role as an anti-inflammatory agent, a human xenobiotic metabolite and a mouse metabolite. It is a docosanoid, a resolvin and a hydroxy polyunsaturated fatty acid. It is a conjugate acid of a resolvin T1(1-).